(2S)-1-(Octahydro-4H-pyrrolo[3,2-b]pyridin-4-yl)propan-2-ol dihydrochloride Cl.Cl.N1CCC2N(CCCC21)C[C@H](C)O